C1=NCC2=C1C=CN=C2 2,5-benzimidazol